FC(C1=C(C=CC(=C1)C(F)(F)F)C1CCC2=C(N(C1=O)CC#CC1=NC=CC=C1)C=CC(=C2)F)(F)F 3-(2,4-bis(trifluoromethyl)phenyl)-7-fluoro-1-(3-(pyridin-2-yl)prop-2-ynyl)-4,5-dihydro-1H-benzo[b]azepin-2(3H)-one